2-(3'-tert-butyl-5'-hydroxy-phenyl)benzotriazole C(C)(C)(C)C=1C=C(C=C(C1)O)N1N=C2C(=N1)C=CC=C2